C(C)(C)(C)OC(CN(CC[C@@H](C(=O)O)NC(=O)OC(C)(C)C)CCCCC1=NC=2NCCCC2C=C1)=O (S)-4-((2-(tert-butoxy)-2-oxoethyl)(4-(5,6,7,8-tetrahydro-1,8-naphthyridin-2-yl)butyl)amino)-2-((tert-butoxycarbonyl)amino)butanoic acid